O[C@H]1[C@@H]([C@@H]2[C@@H](OCC(CC2)CCC(=O)OC(C)C)C1)\C=C\[C@H](COC1=CC=CC=C1)O 2-propanyl 3-{(5aR,6R,7R,8aS)-7-hydroxy-6-[(1E,3R)-3-hydroxy-4-phenoxy-1-buten-1-yl]octahydro-2H-cyclopenta[b]oxepin-3-yl}propanoate